BrC=1C(=C(N)C(=CC1)C)C 3-bromo-2,6-dimethylaniline